COC(=O)C1=CC=CC=2OCCNC21 3,4-Dihydro-2H-benzo[b][1,4]oxazine-5-carboxylic acid methyl ester